3-(tert-butoxy)-2,2-bis(tert-butoxymethyl)propanoic acid C(C)(C)(C)OCC(C(=O)O)(COC(C)(C)C)COC(C)(C)C